ClC1=C(C=C(C=C1)F)N=C(N)C1=C(C=2N(N=C1)C=C(C2)C=2C=NC(=CC2C)OC)NC(C)(C2CCNCC2)C N'-(2-chloro-5-fluoro-phenyl)-6-(6-methoxy-4-methyl-3-pyridyl)-4-[[1-methyl-1-(4-piperidyl)ethyl]amino]pyrrolo[1,2-b]pyridazine-3-carboxamidine